(2-(6-(2,2,6,6-tetramethylmorpholino)pyridin-2-yl)-1,6-naphthyridin-7-yl)methanamine CC1(OC(CN(C1)C1=CC=CC(=N1)C1=NC2=CC(=NC=C2C=C1)CN)(C)C)C